NCC1=CC(=C(C=C1)NC(=O)C1=CC2=C(OCCC3=C2SC=C3)C=C1C=1C(=NC(=CC1)C(NC13CCC(CC1)C3)=O)C(=O)OC)C methyl 3-(9-((4-(aminomethyl)-2-methylphenyl)carbamoyl)-4,5-dihydrobenzo[b]thieno[2,3-d]oxepin-8-yl)-6-(bicyclo[2.2.1]heptan-1-ylcarbamoyl)picolinate